5-(4-Cyclopropoxyphenyl)-N-(4-methoxy-1H-imidazo[4,5-c]pyridin-2-yl)-1,3,4-oxadiazol-2-amine C1(CC1)OC1=CC=C(C=C1)C1=NN=C(O1)NC=1NC2=C(C(=NC=C2)OC)N1